4-(((perfluoropropane-2,2-diyl)bis(4,1-phenylene))bis(oxy))diamine FC(C(C(F)(F)F)(C1=CC=C(C=C1)ON)C1=CC=C(C=C1)ON)(F)F